C(C1=CC=CC=C1)[C@@H](COC)N1C=NC=2C(=NC=3C=CC=CC3C21)N 1-[(1S)-1-benzyl-2-methoxy-ethyl]imidazo[4,5-c]quinolin-4-amine